2-[4-[[2-hydroxycyclopentyl]amino]phthalazin-1-yl]-5-(trifluoromethyl)phenol OC1C(CCC1)NC1=NN=C(C2=CC=CC=C12)C1=C(C=C(C=C1)C(F)(F)F)O